C(#N)C=1C=CC=C2NC[C@@H](NC12)[C@@H](C1=CC=CC=C1)NCCC=1C(=C(C=CC1)CC(=O)O)F 2-(3-(2-(((R)-((R)-8-cyano-1,2,3,4-tetrahydroquinoxalin-2-yl)(phenyl)methyl)amino)ethyl)-2-fluorophenyl)acetic acid